FCC1(CC1)CN1C(=NC2=C1C=C(C=C2)C(=O)O)CN2CCC(CC2)C2=CC=CC=1OC[C@@H](OC12)C1=C(C=C(C=C1)Cl)F |r| 3-[[1-(fluoromethyl)cyclopropyl]methyl]-2-[[4-[rac-(3S)-3-(4-chloro-2-fluoro-Phenyl)-2,3-dihydro-1,4-benzodioxin-5-yl]-1-piperidinyl]methyl]benzimidazole-5-carboxylic acid